tert-butyl {[1-(prop-2-en-1-yl)cyclobutyl]methyl}carbamate C(C=C)C1(CCC1)CNC(OC(C)(C)C)=O